ClC=1C(=C(C=C2C(N(C=NC12)[C@H]1CCOC[C@@H]1O)=O)CC1=CC=C(C=C1)C=1N=NN(C1)C)C 1,5-anhydro-3-(8-chloro-7-methyl-6-(4-(1-methyl-1H-1,2,3-triazol-4-yl)benzyl)-4-oxoquinazolin-3(4H)-yl)-2,3-dideoxy-L-threo-pentitol